C(C)OC1=C(C=CC(=C1)N(CC)CC)C1(OC(=O)C2=CC=CC=C12)C1=C(N(C2=CC=CC=C12)CCCCCCCC)C 3-(2-ethoxy-4-diethylaminophenyl)-3-(1-N-octyl-2-methylindol-3-yl)-phthalide